N-(4-bromo-2-(ethylsulfanyl)-6-methylphenyl)-3,3-dimethylbutyramide BrC1=CC(=C(C(=C1)C)NC(CC(C)(C)C)=O)SCC